1,5-Anhydro-3-({5-chloro-4-[4-fluoro-2-(2-hydroxypropan-2-yl)-1-(propan-2-yl)-1H-benzimidazol-6-yl]pyrimidin-2-yl}amino)-2,3-dideoxy-D-threo-pentitol ClC=1C(=NC(=NC1)N[C@@H]1CCOC[C@H]1O)C=1C=C(C2=C(N(C(=N2)C(C)(C)O)C(C)C)C1)F